hexadecyldimethyl-(4-aminobenzyl)ammonium chloride [Cl-].C(CCCCCCCCCCCCCCC)[N+](CC1=CC=C(C=C1)N)(C)C